C(C)OC(=C)C1=NC(=NC=C1F)N1CCC(CC1)(C(=O)OC)F methyl 1-[4-(1-ethoxyvinyl)-5-fluoro-pyrimidin-2-yl]-4-fluoro-piperidine-4-carboxylate